iron-chromium-zinc [Zn].[Cr].[Fe]